C(C=C)(=O)N1CC(C1)C=1N=C2N(C=CC(=C2C(=O)N)C2=CC(=CC3=CC=CC=C23)O)C1 2-(1-acryloylazetidin-3-yl)-7-(3-hydroxynaphthalen-1-yl)imidazo[1,2-a]pyridine-8-carboxamide